ClC=1C=C2CN(CC2=CC1)C1=NC2=C(C=C(C=C2C(N1C)=O)C)[C@@H](C)NC1=C(C(=O)O)C=CC=C1 |r| racemic-2-((1-(2-(5-chloroisoindolin-2-yl)-3,6-dimethyl-4-oxo-3,4-dihydroquinazolin-8-yl)ethyl)amino)benzoic acid